FC(C=O)F difluoro-acetaldehyde